BrC=1C(=NC(=NC1)NC=1C=NN(C1)CCOC)NC1=C(C=CC(=C1)[N+](=O)[O-])F 5-bromo-N4-(2-fluoro-5-nitrophenyl)-N2-(1-(2-methoxyethyl)-1H-pyrazol-4-yl)pyrimidine-2,4-diamine